N-((E)-N-cyano-2-((S)-1-isopropyl-2-methylpyrrolidin-2-yl)vinylsulfonimidoyl)-2-(1,2,3,5,6,7-hexahydro-s-indacen-4-yl)acetamide C(#N)N=S(=O)(\C=C\[C@]1(N(CCC1)C(C)C)C)NC(CC1=C2CCCC2=CC=2CCCC12)=O